[(3S)-3-Methylpyrrolidin-3-yl]4-[3-(2-isopropoxy-3-pyridyl)pyrazolo[1,5-a]pyrimidin-5-yl]piperazine-1-carboxylate C[C@]1(CNCC1)OC(=O)N1CCN(CC1)C1=NC=2N(C=C1)N=CC2C=2C(=NC=CC2)OC(C)C